6-methyl-7-(trifluoromethyl)imidazo[1,2-a]Pyridine-2-carboxylic acid ethyl ester C(C)OC(=O)C=1N=C2N(C=C(C(=C2)C(F)(F)F)C)C1